BrC12C(C(=C(C=C1)F)F)(F)O2 1-bromo-2,3,4-trifluorobenzene oxide